5,6-dihydrocyclopenta[c]pyrazol N=1N=CC=2C1CCC2